BrCC1=CC=C(C=C1)C1=NN(C=N1)C1=CC=C(C=C1)OC(F)(F)F 3-(4-(bromomethyl)phenyl)-1-(4-(trifluoromethoxy)phenyl)-1H-1,2,4-triazole